5-[4-amino-5-(trifluoromethyl)pyrrolo[2,1-f][1,2,4]triazin-7-yl]-4-fluoro-N-[(3R,4S)-4-fluoro-1-(1-hydroxycyclopentanecarbonyl)pyrrolidin-3-yl]-2-methylbenzamide NC1=NC=NN2C1=C(C=C2C=2C(=CC(=C(C(=O)N[C@@H]1CN(C[C@@H]1F)C(=O)C1(CCCC1)O)C2)C)F)C(F)(F)F